(6R,12R)-17-Amino-12-methyl-6,15-bis(trifluoromethyl)-13,19-dioxa-3,4,18-triazatricyclo[12.3.1.12,5]nonadeca-1(18),2,4,14,16-pentaene-6,9-diol NC1=CC(=C2O[C@@H](CCC(CC[C@](C3=NN=C(C1=N2)O3)(O)C(F)(F)F)O)C)C(F)(F)F